2-Amino-N-[4-(1H-pyrrolo[2,3-b]pyridin-4-yl)phenyl]-2-[1-(trifluoromethyl)cyclopropyl]acetamide NC(C(=O)NC1=CC=C(C=C1)C1=C2C(=NC=C1)NC=C2)C2(CC2)C(F)(F)F